4-nitro-N-(2-nitrophenyl)-N-phenylnaphthalen-1-amine [N+](=O)([O-])C1=CC=C(C2=CC=CC=C12)N(C1=CC=CC=C1)C1=C(C=CC=C1)[N+](=O)[O-]